COC1=CC=C2N=C(C(=NC2=C1)O[C@@H]1C[C@H](N(C1)C(=O)OC(C)(C)C)C(=O)OC)C(F)(F)F 1-(tert-Butyl) 2-methyl (2S,4R)-4-((7-methoxy-3-(trifluoromethyl)quinoxalin-2-yl)oxy)pyrrolidine-1,2-dicarboxylate